2,2,2-Trifluoroethyl (S)-2-amino-3-(4-chloro-1H-indol-3-yl)propanoate hydrochloride Cl.N[C@H](C(=O)OCC(F)(F)F)CC1=CNC2=CC=CC(=C12)Cl